N-[4-fluoro-5-(2-morpholin-4-ylpyrimidin-5-yl)-2-[(3R)-3-[methyl(methylsulfonyl)amino]pyrrolidin-1-yl]phenyl]-6-oxo-4-(trifluoromethyl)-1H-pyridine-3-carboxamide FC1=CC(=C(C=C1C=1C=NC(=NC1)N1CCOCC1)NC(=O)C1=CNC(C=C1C(F)(F)F)=O)N1C[C@@H](CC1)N(S(=O)(=O)C)C